5-bromo-2-((S)-1-cyclopropylethyl)-7-iodo-3-methylisoindolin-1-one BrC=1C=C2C(N(C(C2=C(C1)I)=O)[C@@H](C)C1CC1)C